1-naphthyl-N,N'-diphenylbenzidine C1(=CC=CC2=CC=CC=C12)C1=C(C=CC(=C1)NC1=CC=CC=C1)C1=CC=C(NC2=CC=CC=C2)C=C1